5-[7-(difluoromethyl)-1-fluoro-3-hydroxynaphthalen-2-yl]-1λ6,2,5-thiadiazolidine-1,1,3-trione FC(C1=CC=C2C=C(C(=C(C2=C1)F)N1CC(NS1(=O)=O)=O)O)F